BrC1=CN=C(S1)NC(C(CCC)C=1C=NC(=CC1)C=1C=NN(C1)C)=O 2-[6-(1-Methyl-1H-pyrazol-4-yl)-pyridin-3-yl]-pentanoic Acid (5-bromo-thiazol-2-yl)-amide